tantalum zirconium carbon [C].[Zr].[Ta]